methyl 5-methyl-4-(5-(4-(2-oxopyrrolidin-1-yl) phenyl) pyridin-3-yl)-1H-pyrrolo[2,3-b]pyridine-2-carboxylate CC=1C(=C2C(=NC1)NC(=C2)C(=O)OC)C=2C=NC=C(C2)C2=CC=C(C=C2)N2C(CCC2)=O